C12C(C=CC(CC1)C2)C(=O)O bicyclo[3.2.1]Oct-3-ene-2-carboxylic acid